OC(C)(C)C=1C=CC(=C(C1)C=1C2=C(C(N(C1)C)=O)NC=C2)OC2=CC=C(C=C2)N(C2CCNCC2)C 4-[5-(1-hydroxy-1-methyl-ethyl)-2-[4-[methyl(4-piperidyl)amino]phenoxy]phenyl]-6-methyl-1H-pyrrolo[2,3-c]pyridin-7-one